prop-2-en-1-yl [1-(2H-tetrazol-5-yl)cyclopropyl]carbamate N=1NN=NC1C1(CC1)NC(OCC=C)=O